2-(3-((6-(4-methoxypyrrolo[2,1-f][1,2,4]triazin-5-yl)-2-methyl-1H-imidazo[4,5-b]pyridin-1-yl)methyl)-1,2,4-oxadiazol-5-yl)propan-2-ol COC1=NC=NN2C1=C(C=C2)C=2C=C1C(=NC2)N=C(N1CC1=NOC(=N1)C(C)(C)O)C